9-(4-(3-fluoroazetidine-1-carbonyl)benzyl)-2-(2-isopropylphenyl)-7,9-dihydro-8H-purin-8-one FC1CN(C1)C(=O)C1=CC=C(CN2C3=NC(=NC=C3NC2=O)C2=C(C=CC=C2)C(C)C)C=C1